5-phenyl-4,5,6,7-tetrahydrothieno[3,2-c]pyridine-2-carboxylic acid C1(=CC=CC=C1)N1CC2=C(CC1)SC(=C2)C(=O)O